COC=1C=C2CCN(CC2=CC1NC1=NC=C2C(=N1)N(N=C2)CC2CC(C2)NC(OC(C)(C)C)=O)C tert-butyl N-[3-[[6-[(6-methoxy-2-methyl-3,4-dihydro-1H-isoquinolin-7-yl)amino]pyrazolo[3,4-d]pyrimidin-1-yl]methyl]cyclobutyl]carbamate